C1(=CC=C(C2=CC=CC=C12)C1=CC=CC2=CC=CC=C12)N 4,4'-binaphthylamine